N-((2-fluoro-5-(trifluoromethyl)phenyl)methyl-d2)-2-methoxy-6-methylnicotinamide FC1=C(C=C(C=C1)C(F)(F)F)C(NC(C1=C(N=C(C=C1)C)OC)=O)([2H])[2H]